Methyl 3-(N-(2-(benzylamino)-1-(3-aminophenyl)-2-oxoethyl)propiolamido)-benzoate C(C1=CC=CC=C1)NC(C(C1=CC(=CC=C1)N)N(C(C#C)=O)C=1C=C(C(=O)OC)C=CC1)=O